C1=CC=CC=2C3=CC=CC=C3C(C12)COC(NCC1=C(C=CC(=C1)OC)C1=CC(=CC=C1)C=O)=O N-[[2-(3-formylphenyl)-5-methoxyphenyl]methyl]carbamic acid 9H-fluoren-9-ylmethyl ester